FC(CN1C(=NC=2C1=NC(=CC2)C2=CNC=1N=C(N=CC12)C=1C=C2C=CC=NC2=CC1)C)F 6-(5-(3-(2,2-difluoroethyl)-2-methyl-3H-imidazo[4,5-b]pyridin-5-yl)-7H-pyrrolo[2,3-d]pyrimidin-2-yl)quinoline